methyl 2-amino-4-(5-((3-aminopropyl)carbamoyl)furan-2-yl)but-3-ynoate NC(C(=O)OC)C#CC=1OC(=CC1)C(NCCCN)=O